2-(benzyloxy)-3,5-dichlorobenzoic acid C(C1=CC=CC=C1)OC1=C(C(=O)O)C=C(C=C1Cl)Cl